CC(C)CCC[C@@H](C)[C@H]1CC[C@H]2[C@@H]3CC=C4C[C@H](CC[C@]4(C)[C@H]3CC[C@]12C)OCCCCCCOC[C@H](COCCCCCCCC\C=C/CCCCCCCC)N(C)C (2S)-1-({6-[(3β)-cholest-5-en-3-yloxy]hexyl}oxy)-N,N-dimethyl-3-[(9Z)-octadec-9-en-1-yloxy]propan-2-amine